ethane sulfate ammonium [NH4+].S(=O)(=O)([O-])[O-].CC.[NH4+]